ON1C([C@H]2[C@H]3C=C[C@@H]([C@H]2C1=O)C3)=O (1R,2S,6R,7S)-4-hydroxy-4-azatricyclo[5.2.1.02,6]dec-8-en-3,5-dione